di(hydroxymethyl) phosphate chloride [Cl-].P(=O)(OCO)(OCO)[O-]